[N+](=O)([O-])C(=CC=1NC2=CC=CC=C2C1)C 2-(2-Nitroprop-1-enyl)-1H-indole